tert-butyl 2-amino-3-cyano-spiro[5,6-dihydro-cyclopenta[b]thiophene-4,3'-azetidine]-1'-carboxylate NC1=C(C2=C(S1)CCC21CN(C1)C(=O)OC(C)(C)C)C#N